6-(8-amino-2-oxo-1-oxa-3-azaspiro[4.5]decan-3-yl)-4H-pyrido[3,2-b][1,4]oxazin-3-one NC1CCC2(CN(C(O2)=O)C=2C=CC=3OCC(NC3N2)=O)CC1